Dioctadecyl L-glutamate trifluoroacetate FC(C(=O)O)(F)F.N[C@@H](CCC(=O)OCCCCCCCCCCCCCCCCCC)C(=O)OCCCCCCCCCCCCCCCCCC